(S)-4-(benzyl(ethyl)carbamoyl)-1-(10-oxo-10,11-dihydro-5H-dibenzo[b,f]azepine-5-carbonyl)piperazine-2-carboxylic acid C(C1=CC=CC=C1)N(C(=O)N1C[C@H](N(CC1)C(=O)N1C2=C(CC(C3=C1C=CC=C3)=O)C=CC=C2)C(=O)O)CC